Trimethyl-neopentyl-ammonium fluoride [F-].C[N+](CC(C)(C)C)(C)C